ClC1=C2C(=NC(=C1)Cl)N(N=C2)[C@@H]2O[C@]([C@H]1OC3(O[C@H]12)CCCC3)(COC(C3=CC=CC=C3)(C3=CC=CC=C3)C3=CC=CC=C3)CO ((3a'R,4'R,6'S,6a'S)-4'-(4,6-dichloro-1H-pyrazolo[3,4-b]pyridin-1-yl)-6'-((trityloxy)methyl)tetrahydrospiro[cyclopentane-1,2'-furo[3,4-d][1,3]dioxol]-6'-yl)methanol